N-(N2,N6-bis(t-butoxycarbonyl)-L-lysyl)-N-(8-((t-butoxycarbonyl)amino)octyl)glycine C(C)(C)(C)OC(=O)N[C@@H](CCCCNC(=O)OC(C)(C)C)C(=O)N(CC(=O)O)CCCCCCCCNC(=O)OC(C)(C)C